NC1=CC=C(S1)C(=O)NC1=CC(=CC=C1)C(F)(F)F 5-amino-N-[3-(trifluoromethyl)phenyl]thiophene-2-carboxamide